2-((2-fluoro-3-(trifluoromethyl)benzyl)amino)-2-oxoacetic acid FC1=C(CNC(C(=O)O)=O)C=CC=C1C(F)(F)F